[C@H]12N([C@@H](C[C@@H]2C1)C(=O)OCC)C(=O)OC(C)(C)C 2-(tert-butyl) 3-ethyl (1S,3S,5S)-2-azabicyclo[3.1.0]hexane-2,3-dicarboxylate